FC=1C(=CC(=NC1)OC)C1=CC(=NN1)C(=O)N1[C@H](C[C@H]([C@@H](C1)C)C(=O)NC1CCC(CC1)(C(F)(F)F)O)C (2S,4R,5S)-1-(5-(5-fluoro-2-methoxypyridin-4-yl)-1H-pyrazole-3-carbonyl)-N-((1r,4R)-4-hydroxy-4-(trifluoromethyl)cyclohexyl)-2,5-dimethylpiperidin-4-carboxamide